OC1=CC(=CC(=C1C1=CC(=CC=C1)C)OP(=O)(C)N[C@@H](C)C(=O)OCC(C)(C)C)CCCCC neopentyl (((6-hydroxy-3'-methyl-4-pentyl-[1,1'-biphenyl]-2-yl)oxy)(methyl)phosphoryl)-L-alaninate